OC(CNC(O[C@@H]1CC[C@H](CC1)C(N(C1=CC(=CC=C1)C=1C=NN(C1)C(C)C)C[C@@H]1CC[C@H](CC1)C1=CC(=C(C=C1)OC)C#N)=O)=O)(C)C trans-4-((((trans)-4-(3-Cyano-4-methoxyphenyl)cyclohexyl)methyl)(3-(1-isopropyl-1H-pyrazol-4-yl)phenyl)carbamoyl)cyclohexyl (2-hydroxy-2-methylpropyl)carbamate